1-methyl-6,7-difluoro-2(1H)-quinoxalinone CN1C(C=NC2=CC(=C(C=C12)F)F)=O